5-(4,4-difluoropiperidin-1-yl)-6-methyl-pyrimidin-4-yl-1,3,4-oxadiazole FC1(CCN(CC1)C=1C(=NC=NC1C)C=1OC=NN1)F